Diethyldipyridylnickel C[CH2-].C[CH2-].C1=CC=N[C-]=C1.C1=CC=N[C-]=C1.[Ni]